N-(4-cyano-2-fluorophenyl)-1-(4-methyl-benzenesulfonyl)-4-(1-phenylethenyl)pyrrole-3-sulfonamide C(#N)C1=CC(=C(C=C1)NS(=O)(=O)C1=CN(C=C1C(=C)C1=CC=CC=C1)S(=O)(=O)C1=CC=C(C=C1)C)F